((S)-1-oxo-4-phenyl-1-(((R)-1,2,3,4-tetrahydronaphthalen-1-yl)amino)butan-2-yl)succinamide O=C([C@@H](CCC1=CC=CC=C1)C(C(=O)N)CC(=O)N)N[C@@H]1CCCC2=CC=CC=C12